The molecule is an aryl sulfate that is indoxyl sulfate in which the indole moiety is substituted at positions 4 and 5 by chlorine and bromine, respectively. It is an organobromine compound, an organochlorine compound, a member of indoles and an aryl sulfate. It derives from an indoxyl. C1=CC(=C(C2=C1NC=C2OS(=O)(=O)O)Cl)Br